C(C)(C)(C)OC(=O)N1CC2(C1)OC[C@H](C2)N2CCC(CC2)C2=C(C=CC(=C2)F)C=2CCC(CC2)O[Si](C)(C)C(C)(C)C (7S)-7-(4-(4'-((tert-butyldimethylsilyl)oxy)-4-fluoro-2',3',4',5'-tetrahydro-[1,1'-biphenyl]-2-yl)piperidin-1-yl)-5-oxa-2-azaspiro[3.4]octane-2-carboxylic acid tert-butyl ester